1-acetyl-3-((4-iodophenyl)sulfonyl)methyl-3-methyl-5-phenyl-1,3-dihydro-2H-pyrrole-2-one C(C)(=O)N1C(C(C=C1C1=CC=CC=C1)(C)CS(=O)(=O)C1=CC=C(C=C1)I)=O